tert-butyl (2-(((3R,4R)-4-methoxytetrahydro-2H-pyran-3-yl)((5-(trifluoromethyl)pyridin-2-yl)methyl)carbamoyl)-6,8-dihydro-1H-furo[3,4-d]pyrrolo[3,2-b]pyridin-5-yl)carbamate CO[C@H]1[C@@H](COCC1)N(C(=O)C1=CC2=NC(=C3C(=C2N1)COC3)NC(OC(C)(C)C)=O)CC3=NC=C(C=C3)C(F)(F)F